1,3-dimethylpyrrolidone CN1C(C(CC1)C)=O